ClC=1C=C(NC2(CCC3(C(=CC4=C(C=CC=C34)C)C[C@H](CO)C)CC2)C(=O)OC)C=CC1 methyl (1r,4R)-4-(3-chloroanilino)-2'-[(2R)-3-hydroxy-2-methylpropyl]-4'-methylspiro[cyclohexane-1,1'-indene]-4-carboxylate